O1C[C@H](CCC1)C(N1C[C@@H]2[C@H](C1)CC(C2)NC=2N=NC(=CC2)C=2C=NC=CC2C(F)(F)F)([2H])[2H] (3aR,5s,6aS)-2-(((R)-tetrahydro-2H-pyran-3-yl)methyl-d2)-N-(6-(4-(trifluoromethyl)pyridin-3-yl)pyridazin-3-yl)octahydrocyclopenta[c]pyrrol-5-amine